BrC=1C=C(C2=C(CC(O2)(C)CI)C1)C(C)=O 1-(5-bromo-2-(iodomethyl)-2-methyl-2,3-dihydrobenzofuran-7-yl)ethan-1-one